COC1=CC=C(C=C1)N1N=C(C(C1=O)C(=O)[O-])C 1-(4-methoxyphenyl)-3-methyl-5-oxo-4,5-dihydro-1H-pyrazole-4-carboxylate